C(N)(=O)C1=[N+](C=C(C=C1)N1CN(C2=CC=C(C(=C2C1=O)F)Cl)C1=C(C=C(C=C1)F)C)[O-] 2-carbamoyl-5-(6-chloro-5-fluoro-1-(4-fluoro-2-methylphenyl)-4-oxo-1,4-dihydroquinazolin-3(2H)-yl)pyridine 1-oxide